C(#C)N1C=CC=C1 N-acetylenyl-pyrrole